1-(1-(6-chloro-4-oxo-3,4-dihydrophthalazin-1-yl)ethyl)-1-methylurea ClC=1C=C2C(NN=C(C2=CC1)C(C)N(C(=O)N)C)=O